4-(6-(Tetrahydro-2H-pyran-4-yl)pyrazolo[1,5-a]pyridin-3-yl)piperazine-1-carboxylic acid tert-butyl ester C(C)(C)(C)OC(=O)N1CCN(CC1)C=1C=NN2C1C=CC(=C2)C2CCOCC2